[4-[3,3-difluoro-4-(methylamino)-1-piperidinyl]-3-methyl-2-oxo-benzoimidazol-1-yl]piperidine-2,6-dione FC1(CN(CCC1NC)C1=CC=CC=2N(C(N(C21)C)=O)N2C(CCCC2=O)=O)F